C(C1=CC=CC=C1)OC(=O)C=1N(C=CC1)C=1C=NC=CC1 1-(pyridin-3-yl)-1H-pyrrole-2-carboxylic acid benzyl ester